tert-butyl 4-(4-fluorophenyl)-4-((4-(trifluoromethoxy)phenyl)sulfonamido)piperidine-1-carboxylate FC1=CC=C(C=C1)C1(CCN(CC1)C(=O)OC(C)(C)C)NS(=O)(=O)C1=CC=C(C=C1)OC(F)(F)F